N-(4-methylpentyl)heptane-1,7-diamine CC(CCCNCCCCCCCN)C